3-phenanthryl-methanol C1=CC(=CC=2C3=CC=CC=C3C=CC12)CO